ClC(C1=CC=C(C=C1)N1C(=NC=2C1=NC(=C(C2)C)C)C=2C(=NC=CC2)N)([2H])[2H] 3-(3-(4-(Chloromethyl-d2)phenyl)-5,6-dimethyl-3H-imidazo[4,5-b]pyridin-2-yl)pyridin-2-amine